(R)-N-(5,8-dimethylisoquinolin-1-yl)-4-(1-methyl-1H-1,2,3-triazol-4-yl)-N-(piperidin-3-yl)benzamide CC1=C2C=CN=C(C2=C(C=C1)C)N(C(C1=CC=C(C=C1)C=1N=NN(C1)C)=O)[C@H]1CNCCC1